6-((6-amino-4-(morpholinomethyl)pyridin-2-yl)amino)spiro[3.3]heptan-2-ol NC1=CC(=CC(=N1)NC1CC2(CC(C2)O)C1)CN1CCOCC1